5,6-Dihydroxyindoline hydrobromide Br.OC=1C=C2CCNC2=CC1O